F[C@H]1[C@@]2(CCC[C@H](C[C@H]1OC=1N=CC(=NC1)C1=C(C=C(C=C1)N1C=NC=C1)O)N2)C 2-(5-(((1s,2s,3r,5r)-2-fluoro-1-methyl-9-azabicyclo[3.3.1]non-3-yl)oxy)pyrazin-2-yl)-5-(1H-imidazol-1-yl)phenol